C(CCCCCCCCCC(=O)OC)(=O)OC dimethyl undecanedioate